cis-2-chloro-N-(5-chloro-6-(2H-1,2,3-triazol-2-yl)pyridin-3-yl)-8-methyl-8-(1-methyl-1H-pyrazol-4-yl)-7,8-dihydro-6H-cyclopenta[e]pyrazolo[1,5-a]pyrimidine-6-carboxamide ClC1=NN2C(N=CC3=C2[C@](C[C@H]3C(=O)NC=3C=NC(=C(C3)Cl)N3N=CC=N3)(C=3C=NN(C3)C)C)=C1